(S)-3-(benzyl-((R)-1-phenylethyl)amino)-3-(6-fluoro-3'-methoxybiphenyl-3-yl)propanoic acid ethyl ester C(C)OC(C[C@@H](C=1C=C(C(=CC1)F)C1=CC(=CC=C1)OC)N([C@H](C)C1=CC=CC=C1)CC1=CC=CC=C1)=O